[1,4]thiazin S1CC=NC=C1